N-(5-(6-(hydroxymethyl)-8-(methylamino)imidazo[1,2-a]pyrazin-3-yl)-2,3-dimethoxyphenyl)-1-methyl-1H-pyrazole-4-sulfonamide OCC=1N=C(C=2N(C1)C(=CN2)C=2C=C(C(=C(C2)NS(=O)(=O)C=2C=NN(C2)C)OC)OC)NC